4,6-bis(octyl-thiomethyl)-o-cresol C(CCCCCCC)SCC=1C=C(C(=C(C1)CSCCCCCCCC)O)C